ClC1=CC=C2C(=N1)N(N=C2C=2C(=NC=CC2)OCC)COCC[Si](C)(C)C 3-(6-chloro-1-[[2-(trimethylsilyl)ethoxy]methyl]pyrazolo[3,4-b]pyridin-3-yl)-2-ethoxypyridine